tert-butyl-4-n-butyl-phenol C(C)(C)(C)C1=C(C=CC(=C1)CCCC)O